(S)-2-amino-N-(1-(5-((6,7-dihydro-5H-pyrrolo[1,2-a]imidazol-3-yl)ethynyl)-4-Oxo-3-phenyl-3,4-dihydroquinazolin-2-yl)ethyl)pyrazolo[1,5-a]pyrimidine-3-carboxamide NC1=NN2C(N=CC=C2)=C1C(=O)N[C@@H](C)C1=NC2=CC=CC(=C2C(N1C1=CC=CC=C1)=O)C#CC1=CN=C2N1CCC2